NC1=CC=C(C(=C1C(=O)N(C)C)F)C=1C=C2C(=NC1)NCC21CC(C1)=CC(=O)N 6-amino-3-(3-(2-amino-2-oxoethylidene)-1',2'-dihydrospiro[cyclobutane-1,3'-pyrrolo[2,3-b]pyridin]-5'-yl)-2-fluoro-N,N-dimethylbenzamide